N1N=NC2=C1C=CC=C2 Benzo[d]-1,2,3-triazol